CC=1C=C(C=CC1[N+](=O)[O-])N1C(OC(C1)COC1=CC=C(C=C1)NC(C)=O)C(F)(F)F N-(4-((3-(3-Methyl-4-nitrophenyl)-2-(trifluoromethyl)oxazolidin-5-yl)methoxy)phenyl)acetamid